[Si](C)(C)(C(C)(C)C)OCCC=1N(C2=CC=CC=C2C1C)S(=O)(=O)C1=CC=C(C)C=C1 2-(2-((Tert-butyldimethylsilyl)oxy)ethyl)-3-methyl-1-tosyl-1H-indole